O1C2=C(C=C1)C=CC=1OC=CC12 benzo[1,2-b:3,4-b']difuran